C(OC(C)C)(OCCCF)=O isopropyl (3-fluoropropyl) carbonate